CC1=NOC(=C1C1=CC(=C(C=C1)NC1CCN(CC1)C(=O)OC(C)(C)C)[N+](=O)[O-])C tert-butyl 4-((4-(3,5-dimethylisoxazol-4-yl)-2-nitrophenyl)amino)piperidine-1-carboxylate